2-fluoro-3-((trimethylsilyl)ethynyl)aniline FC1=C(N)C=CC=C1C#C[Si](C)(C)C